C(C(C)C)[P]CC(C)C diisobutyl-phosphorus